tert-butyl (4-methoxybenzyl)-(5-(4,4,5,5-tetramethyl-1,3,2-dioxaborolan-2-yl)thiazol-2-yl)carbamate COC1=CC=C(CN(C(OC(C)(C)C)=O)C=2SC(=CN2)B2OC(C(O2)(C)C)(C)C)C=C1